ClC1=NC=CC=C1C(=O)OC(C)(C)C Tert-butyl 2-chloro-pyridine-3-carboxylate